dimethyl (((3'-methyl-4-pentyl-[1,1'-biphenyl]-2,6-diyl)bis(oxy))bis(methylene))bis(methylcarbamate) CC=1C=C(C=CC1)C1=C(C=C(C=C1OCN(C(OC)=O)C)CCCCC)OCN(C(OC)=O)C